N=1N(N=C2C1C=CC=C2)C=2C=C(C=C(C2O)C(C)(C)C)CCC(=O)O 3-[3-(2H-benzotriazole-2-yl)-4-hydroxy-5-tert-butylphenyl]-propionic acid